(S)-4-(4-bromo-2,3-difluorophenyl)-3,3-difluoro-1,4'-bipiperidine BrC1=C(C(=C(C=C1)[C@H]1C(CN(CC1)C1CCNCC1)(F)F)F)F